sodium chloride ammonia salt N.[Cl-].[Na+]